C12(CC3CC(CC(C1)C3)C2)N(C)CC2=CC=C(CSC=3C=C1CN(C(C1=CC3)=O)C3C(NC(CC3)=O)=O)C=C2 3-(5-((4-(((adamantan-1-yl)(methyl)amino)methyl)benzyl)thio)-1-oxoisoindolin-2-yl)piperidine-2,6-dione